NC(N)=NC(/C(=C/C1=CC(=C(OC2=CC=C(C=C2)S(=O)(=O)NCCCS(=O)(=O)O)C(=C1)F)F)/C)=O (E)-3-(4-(4-(3-(diaminomethyleneamino)-2-methyl-3-oxoprop-1-enyl)-2,6-difluorophenoxy)phenylsulfonamido)propane-1-sulfonic acid